5-(6-methylpyrimidin-4-yl)-1H-pyrazole-3-carboxylic acid ethyl ester C(C)OC(=O)C1=NNC(=C1)C1=NC=NC(=C1)C